C(C)(C)(C)OC(=O)N[C@@H](C(=O)N[C@@H](CC1=CC=C(C=C1)O)C(=O)OC)CCC1=CC=CC=C1 methyl ((R)-2-((tert-butoxycarbonyl)amino)-4-phenylbutanoyl)-L-tyrosinate